ClC1=NC(=NC(=N1)Cl)C1=CC=CC=2C3=CC=CC=C3NC12 (4,6-dichloro-1,3,5-triazin-2-yl)-9H-carbazole